[F-].[NH4+].[Sn] tin ammonium fluoride